ClC1=C(C=CC(=C1)NC(CCCCCCCCCCCCC)=O)C1=CC(OC2=CC(=CC=C12)OCC(=O)O)=O 2-[4-[2-chloro-4-(tetradecanoylamino)phenyl]-2-oxo-chromen-7-yl]oxyacetic acid